BrC1=NN(C(=N1)C(=O)O)C.CN(S(=O)(=O)CC)C N,N-diMethyl-ethyl-sulfonamide 3-bromo-1-methyl-1H-1,2,4-triazole-5-carboxylate